(3S)-3-Amino-4-[2-{(2E)-2-[(3-methylphenyl)methylidene]hydrazinyl}-4-(morpholin-4-yl)-5,7-dihydro-6H-pyrrolo[3,4-d]pyrimidin-6-yl]-4-oxobutanamide N[C@@H](CC(=O)N)C(=O)N1CC=2N=C(N=C(C2C1)N1CCOCC1)N/N=C/C1=CC(=CC=C1)C